4-[1-Hydroxy-2-(propan-2-ylamino)ethyl]benzol OC(CNC(C)C)C1=CC=CC=C1